(±)-methyl 2-((2-(4-methoxyphenyl)prop-1-en-1-yl)oxy)propanoate COC1=CC=C(C=C1)C(=CO[C@@H](C(=O)OC)C)C |r|